Tert-butyl (R)-4-((4-methyl-3-((1-(naphthalen-1-yl)ethyl)carbamoyl)phenyl) carbamoyl)piperidine-1-carboxylate CC1=C(C=C(C=C1)NC(=O)C1CCN(CC1)C(=O)OC(C)(C)C)C(N[C@H](C)C1=CC=CC2=CC=CC=C12)=O